C(C)OP(O)C (methyl)phosphonous acid ethyl ester